6-acetyl-2-((5-(2-(4-(chloromethyl)benzyl)-2-azaspiro[3.3]heptan-6-yl)pyridin-2-yl)amino)-8-cyclopentyl-5-methylpyrido[2,3-d]pyrimidin-7(8H)-one C(C)(=O)C1=C(C2=C(N=C(N=C2)NC2=NC=C(C=C2)C2CC3(CN(C3)CC3=CC=C(C=C3)CCl)C2)N(C1=O)C1CCCC1)C